2-(4-((2,5-Dioxo-3-(4-(trifluoromethyl)phenyl)imidazolin-1-yl)methyl)-2-(methyl)phenoxy)-2-methylpropionic Acid O=C1N(C(CN1C1=CC=C(C=C1)C(F)(F)F)=O)CC1=CC(=C(OC(C(=O)O)(C)C)C=C1)C